3,5-bisTrifluoromethylphenylboronic acid FC(C=1C=C(C=C(C1)C(F)(F)F)B(O)O)(F)F